2-amino-5-methyl-spiro[6H-thieno[2,3-c]pyrrole-4,3'-azetidine]-3-carbonitrile NC1=C(C2=C(CN(C23CNC3)C)S1)C#N